O.CC1=CC=C(C=C1)S(=O)(=O)O toluene-4-sulfonic acid-monohydrate